methyl (2R,3S,5R)-2-((((1S,3S,6R)-6-(5-fluoropyrimidin-2-yl)bicyclo[4.1.0]heptan-3-yl)oxy)methyl)-5-methyl-3-((phenylmethyl)sulfonamido)pyrrolidine-1-carboxylate FC=1C=NC(=NC1)[C@]12CC[C@@H](C[C@@H]2C1)OC[C@@H]1N([C@@H](C[C@@H]1NS(=O)(=O)CC1=CC=CC=C1)C)C(=O)OC